COC1(CC(C1)COC1=NN(C=C1[N+](=O)[O-])COCC[Si](C)(C)C)OC 3-((3,3-dimethoxycyclobutyl)methoxy)-4-nitro-1-((2-(trimethylsilyl)ethoxy)methyl)-1H-pyrazole